C(C)(=O)OC(CC#N)CC 2-acetoxybutyl cyanide